3-(2-fluoro-phenoxy)-propionic acid sodium [Na].FC1=C(OCCC(=O)O)C=CC=C1